(R)-N-(5-(1-amino-3-methoxypropyl)-6-chloropyridazin-3-yl)pivalamide N[C@H](CCOC)C=1C=C(N=NC1Cl)NC(C(C)(C)C)=O